7-methyleneinden C=C1C=CC=C2C=CC=C12